C(CCCCCCCCCCCCC(=O)[O-])CCCCCCCCCCCC(=O)[O-] ethylene-bislaurate